FC(OC1=CC=C(C=C1)C1=CC=C2CCC(C2=C1)NC(O[C@@H]1CN2CCC1CC2)=O)(F)F (S)-quinuclidin-3-yl (6-(4-(trifluoromethoxy)phenyl)-2,3-dihydro-1H-inden-1-yl)carbamate